dodec-1-en-4-ol C=CCC(CCCCCCCC)O